C(C)(=O)O.O1C(CC=C1)=O (furanone) acetate